FC1(CCC(CC1)NCCC1(CC1)CCOC1=C(C=CC(=C1)C)S(=O)(=O)N1[C@@H](CCC1)C(=O)O)F ((2-(2-(1-(2-((4,4-Difluorocyclohexyl)amino)ethyl)cyclopropyl)ethoxy)-4-methylphenyl)sulfonyl)-L-proline